CNC1=CC=2N(C(C=C(N2)C(=O)N)=O)C=C1 8-(methylamino)-4-oxo-4H-pyrido[1,2-a]pyrimidine-2-carboxamide